methyl 3'-(bromomethyl)-[1,1'-biphenyl]-3-carboxylate BrCC=1C=C(C=CC1)C1=CC(=CC=C1)C(=O)OC